FC=1C=C(C=C2CCN(CC12)C1CCC2(CN(C2)C)CC1)C(=O)NO 8-fluoro-2-(2-methyl-2-azaspiro[3.5]nonan-7-yl)-3,4-dihydro-1H-isoquinoline-6-carbohydroxamic acid